1-(2,3-bis(4-fluorophenyl)quinolin-6-yl)-3-(2-hydroxybutyl)urea FC1=CC=C(C=C1)C1=NC2=CC=C(C=C2C=C1C1=CC=C(C=C1)F)NC(=O)NCC(CC)O